C(CCC)C=1C(=C2C(NC(C2=CC1)=O)=O)C butylmethyl-isoindole-1,3-dione